NC1=NN(C=C1)C=1C=CC(=NC1)C(C)(C)N1C(C2=CC=CC=C2C1=O)=O 2-[1-[5-(3-aminopyrazol-1-yl)-2-pyridyl]-1-methyl-ethyl]isoindoline-1,3-dione